ClC=1C=C(C=NC1N1N=CC=N1)NC(=O)C=1C=NN(C1C(F)(F)F)C1=CC=CC=2N1C(=CN2)C N-(5-Chloro-6-(2H-1,2,3-triazol-2-yl)pyridin-3-yl)-1-(3-methylimidazo[1,2-a]-pyridin-5-yl)-5-(trifluoromethyl)-1H-pyrazol-4-carboxamid